tert-Butyl 4-{3-[2-(2-benzyloxy-ethoxy)-ethoxy]-5,6-difluoro-1-methyl-1H-indole-2-carbonyl}piperazine-1-carboxylate C(C1=CC=CC=C1)OCCOCCOC1=C(N(C2=CC(=C(C=C12)F)F)C)C(=O)N1CCN(CC1)C(=O)OC(C)(C)C